COCCCC=COF perfluoro (3-methoxypropyl-vinyl) ether